FC(C(=O)O)(F)F.C(C=C)(=O)N acrylamide 2,2,2-trifluoroacetate